3-methoxychromane COC1COC2=CC=CC=C2C1